C(C)N(CC)CC.NC1=C(C=CC=C1)S(=O)(=O)O ortho-aminobenzenesulfonic acid-triethylamine salt